[Cl-].C(C(=C)C)(=O)OCC[N+](C)(C)C 2-(methacryloyloxy)-N,N,N-trimethylethylammonium chloride